[2-[[3-bromo-4-methyl-5-(trifluoromethyl)-2-pyridinyl]oxy]-5-fluoro-phenyl]methoxy-tert-butyl-dimethyl-silane BrC=1C(=NC=C(C1C)C(F)(F)F)OC1=C(C=C(C=C1)F)CO[Si](C)(C)C(C)(C)C